FC1=C2N=C(C(=NC2=CC=C1F)SC1=NN=NN1C)SC1=NN=NN1C 5,6-Difluoro-2,3-bis((1-methyltetrazol-5-yl)thio)quinoxaline